(3-(hydroxymethyl)-5-oxo-4,5-dihydro-1H-1,2,4-triazol-1-yl) phosphonate P(ON1N=C(NC1=O)CO)([O-])=O